hydroxyethyl-N-(4-(1-isopropyl-1H-pyrazol-4-yl)5-fluoropyrimidin-2-yl)-1,2,3,4-tetrahydroisoquinolin-6-amine OCCC1NCCC2=CC(=CC=C12)NC1=NC=C(C(=N1)C=1C=NN(C1)C(C)C)F